1-(4-fluorophenyl)-6-isopropoxy-2-oxo-1,2-dihydropyridine-3-carboxamide FC1=CC=C(C=C1)N1C(C(=CC=C1OC(C)C)C(=O)N)=O